Cl.N1C=NC(=C1)CC(=O)O (1H-imidazol-4-yl)acetic acid hydrochloride